ClC1=CC2=C(NC(=N2)CCNC2CC3(CN(C3)C(=O)C=3C=CC(=C(C3)O)C)C2)C=C1 5-(6-{[2-(5-chloro-1H-1,3-benzodiazol-2-yl)ethyl]amino}-2-azaspiro[3.3]heptane-2-carbonyl)-2-methylphenol